C1(CCCC1)CNC(=O)C=1OC=C(N1)C1=NC(=NC=C1C)NC1=CC=NN1C N-(cyclopentylmethyl)-4-(5-methyl-2-((1-methyl-1H-pyrazol-5-yl)amino)pyrimidin-4-yl)oxazole-2-carboxamide